(3Z)-12,12-dibutoxy-3-dodecen-1-ol C(CCC)OC(CCCCCCC\C=C/CCO)OCCCC